CC1=NC(=NC=C1OCCN1CCOCC1)NC1CCC(CC1)OC1=C2C=C(C=NC2=CC(=N1)N1CCOCC1)NS(=O)(=O)C N-[5-[4-[[4-methyl-5-(2-morpholinoethoxy)pyrimidin-2-yl]amino]cyclohexoxy]-7-morpholino-1,6-naphthyridin-3-yl]methanesulfonamide